C(CCCCCCCCCCCCCCCCCCC)(=O)OCCCCCCCC\C=C/CCCCCC palmitoleyl arachidate